(1-(2-(benzyloxy)ethyl)cyclopropyl)methylamine C(C1=CC=CC=C1)OCCC1(CC1)CN